N-(3-methoxy-5-methylphenyl)pivaloamide COC=1C=C(C=C(C1)C)NC(C(C)(C)C)=O